CC=1C=CC=C2C=CC=C(C12)N1CCC=2C(=CC(=NC2C1)C(=O)N1C(CCC1)CN1CCCCC1)N1CCN(CC1)C(C=C)=O (4-(7-(8-methylnaphthalen-1-yl)-2-(2-(piperidin-1-ylmethyl)pyrrolidine-1-carbonyl)-5,6,7,8-tetrahydro-1,7-naphthyridin-4-yl)piperazin-1-yl)prop-2-en-1-one